(1s,4s)-4-((4-chloro-5-(trifluoromethyl)pyrimidin-2-yl)oxy)-1-methylcyclohexan-1-ol ClC1=NC(=NC=C1C(F)(F)F)OC1CCC(CC1)(O)C